C=1OC=C2C=NC=CC21 furo[3,4-c]pyridine